1-chloroethyl cyclohexyl carbonate C(OC(C)Cl)(OC1CCCCC1)=O